ClC1=C(CCC1)C=O 2-Chlorocyclopentane-1-ene-1-carbaldehyde